N1,N1-diethyl-N2-methyl-N2-(1-phenylcyclohexyl)ethane-1,2-diamine C(C)N(CCN(C1(CCCCC1)C1=CC=CC=C1)C)CC